C1(CCCCC(=O)ON2CCCCCCN(O1)OC(CCCCC(=O)O2)=O)=O hexamethylenediamine di-adipate